CN(C1=CC=C(C=C1)N)CCN1CCOCC1 N4-meth-yl-N4-(2-morpholinoethyl)benzene-1,4-diamine